((2-((5-((4,4-Difluorocyclohexyl)amino)pentyl)oxy)-4-methylphenyl)sulfonyl)-L-proline FC1(CCC(CC1)NCCCCCOC1=C(C=CC(=C1)C)S(=O)(=O)N1[C@@H](CCC1)C(=O)O)F